P(O)(F)F.C(C)OS(O)(=O)=O ethyl-sulfuric acid difluorophosphite